C(N)(=O)C1(CC(C1)(F)F)NC(C(=O)C1=C(C(=C2CCCCN12)C(=O)NC1=CC(=C(C=C1)F)C)C)=O 3-(2-((1-carbamoyl-3,3-difluorocyclobutyl)amino)-2-oxoacetyl)-N-(4-fluoro-3-methylphenyl)-2-methyl-5,6,7,8-tetrahydroindolizine-1-carboxamide